C(=O)O.ClC=1C=C(C=CC1Cl)C(C1=NN=C(O1)C1CN(CC12CN(C2)CC2OCCC2)C(=O)C2=CC=NN2)(F)F (8-(5-((3,4-dichlorophenyl)difluoromethyl)-1,3,4-oxadiazol-2-yl)-2-((tetrahydrofuran-2-yl)methyl)-2,6-diazaspiro[3.4]octan-6-yl)(1H-pyrazol-5-yl)methanone formate